FC1=C(C(=C(C(=C1F)F)F)F)[B-](C1=C(C(=C(C(=C1F)F)F)F)F)(C1=C(C(=C(C(=C1F)F)F)F)F)C1=C(C(=C(C(=C1F)F)F)F)F.C[NH+](C1=CC=CC=C1)C N,N-dimethylanilinium tetra(perfluorophenyl)borate